C(C)(=O)O[C@@H]1[C@H](O[C@@H]([C@@H]([C@H]1OC(C)=O)OC(C)=O)OC1=CC=C(C=C1)C=1N=NN(C1)CCCCCCC(=O)NO[Si](C1=CC=CC=C1)(C1=CC=CC=C1)C(C)(C)C)COC(C)=O (2R,3R,4S,5R,6R)-2-(acetoxymethyl)-6-(4-(1-(7-(((tert-butyldiphenylsilyl)oxy)-amino)-7-oxoheptyl)-1H-1,2,3-triazol-4-yl)phenoxy)tetrahydro-2H-pyran-3,4,5-triyl triacetate